morpholino((1S,4S)-4-((7-morpholino-1,6-naphthyridin-5-yl)oxy)cyclohexyl)methanone O1CCN(CC1)C(=O)C1CCC(CC1)OC1=C2C=CC=NC2=CC(=N1)N1CCOCC1